Cl.N1(N=CC2=CC=CC=C12)C=1C(=NC=CC1)[C@H](CC1=NC(=CC=C1F)C)N (S)-1-[3-(1H-indazole-1-yl)pyridine-2-yl]-2-(3-fluoro-6-methyl-pyridine-2-yl)ethan-1-amine hydrochloride